NC(CC(=O)O)C(NC(CC(OC(C)C)=O)CC)=O 3-amino-3-{[1-oxo-1-(prop-2-yloxy)pent-3-yl]carbamoyl}propanoic acid